FC(OCCCCCO)(F)F 5-Trifluoromethoxypentanol